N1(N=NC2=C1C=CC=C2)O[P+](N2CCCC2)(N2CCCC2)N2CCCC2 (1H-benzotriazol-1-yl-oxy)-tripyrrolidinylphosphonium